ClC=1C=NN(C1C(NC1=NC=C(C=C1C)C#CC1=CC=CC=C1)=O)CCN1CCN(CC1)C(=O)OC(C)(C)C tert-butyl 4-(2-(4-chloro-5-((3-methyl-5-(phenylethynyl)pyridin-2-yl)carbamoyl)-1H-pyrazol-1-yl)ethyl)piperazine-1-carboxylate